CC=1C(=NC=C(C1)C)N1C(CN(CC1)C(=O)OC(C)(C)C)CO tert-butyl 4-(3,5-dimethylpyridin-2-yl)-3-hydroxymethylpiperazine-1-carboxylate